bifuranol acetate C(C)(=O)OC1=C(OC=C1)C=1OC=CC1